ClC1=C(C=C(C(=C1)[N+](=O)[O-])Cl)C 1,4-dichloro-2-methyl-5-nitrobenzene